7-(dimethylamino)-1,7-dioxohept-5-en-2-yl (2-methoxyethyl)(methyl)carbamate COCCN(C(OC(C=O)CCC=CC(=O)N(C)C)=O)C